p-xylene bis(N,N-dimethyldithiocarbamate) CN(C(S)=S)C.CN(C(S)=S)C.C1(=CC=C(C=C1)C)C